NC(CC(=O)O)C(NC(COC(C(CC)C)=O)C)=O 3-Amino-3-({1-[(2-methylbutanoyl)oxy]propan-2-yl}carbamoyl)propanoic acid